4-(1-Acryloylpiperidin-4-yl)-6-chloro-1-(2,6-diethylphenyl)-7-(2-fluorophenyl)pyrido[2,3-d]pyrimidin-2(1H)-one C(C=C)(=O)N1CCC(CC1)C=1C2=C(N(C(N1)=O)C1=C(C=CC=C1CC)CC)N=C(C(=C2)Cl)C2=C(C=CC=C2)F